Benzyl (s)-cyclohex-3-en-1-ylcarbamate [C@H]1(CC=CCC1)NC(OCC1=CC=CC=C1)=O